C(N)(=O)[C@H]1N2C(N([C@H](C=C1C)C2)O[C@H](C(=O)OCC)F)=O (S)-Ethyl 2-((2S,5R)-2-carbamoyl-3-methyl-7-oxo-1,6-diazabicyclo[3.2.1]oct-3-en-6-yloxy)-2-fluoroacetate